C1(=CC=CC=C1)P(C1=CC=2C3(C4=CC(=CC=C4C2C=C1)P(C1=CC=CC=C1)C1=CC=CC=C1)C1=CC=CC=C1C=1C=CC=CC13)C1=CC=CC=C1 2,7-bis(diphenylphosphino)-9,9'-spirobifluorene